COC1(CC(C1)C1=CC=CC=2N(C(N(C21)C)=O)COCC[Si](C)(C)C)CN2CCN(CC2)C(=O)OC(C)(C)C tert-butyl 4-[[1-methoxy-3-[3-methyl-2-oxo-1-(2-trimethylsilylethoxymethyl)benzimidazol-4-yl]cyclobutyl]methyl]piperazine-1-carboxylate